N[C@H]1CS(C2=C(N(C1=O)CC1=CC=C(C=C1)OC)C=C(C(=C2)F)C=2OC(=NN2)C(C)(C)C)(=O)=O (3R)-3-amino-7-(5-tert-butyl-1,3,4-oxadiazol-2-yl)-8-fluoro-5-[(4-methoxyphenyl)methyl]-1,1-dioxo-2,3-dihydro-1lambda6,5-benzothiazepin-4-one